(4-(2-(4-fluorophenyl)-2H-tetrazol-5-yl)piperidin-1-yl)((7S,9R)-9-hydroxy-6-azaspiro[3.5]nonane-7-yl)methanone FC1=CC=C(C=C1)N1N=C(N=N1)C1CCN(CC1)C(=O)[C@H]1NCC2(CCC2)[C@@H](C1)O